N-ethyl-2-(5-(isopropylamino)-1,2,4-oxadiazole-3-yl)-1-methyl-N-(pyridin-3-yl)-1H-imidazole-5-carboxamide C(C)N(C(=O)C1=CN=C(N1C)C1=NOC(=N1)NC(C)C)C=1C=NC=CC1